4-(1-((R)-2-cyano-1-cyclopentylethyl)-1H-pyrazol-4-yl)-N-methyl-7H-pyrrolo[2,3-d]pyrimidine C(#N)C[C@H](C1CCCC1)N1N=CC(=C1)C=1C2=C(N(CN1)C)NC=C2